CC(=O)N[C@@H]1[C@H](C[C@@](O[C@H]1[C@@H]([C@@H](CO)O[C@@]2(C[C@@H]([C@H]([C@@H](O2)[C@@H]([C@@H](CO)O[C@@]3(C[C@@H]([C@H]([C@@H](O3)[C@@H]([C@@H](CO)O)O)NC(=O)C)O)C(=O)O)O)NC(=O)C)O)C(=O)O)O)(C(=O)O)O[C@@H]4[C@H]([C@@H](O[C@@H]([C@@H]4O[C@H]5[C@@H]([C@H]([C@H]([C@H](O5)CO)O)O[C@H]6[C@@H]([C@H]([C@H]([C@H](O6)CO)O)O)O)NC(=O)C)CO)O[C@@H]7[C@H](O[C@H]([C@@H]([C@H]7O)O)O)CO)O)O The molecule is a branched amino heptasaccharide consisting of a linear tetrasaccharide of beta-D-galactose, N-acetyl-beta-D-galactosamine, beta-D-galactose and beta-D-glucose residues linked sequentially (1->3), (1->4) and (1->4), to the galactose residue proximal to the reducing end is also linked (2->3) an N-acetyl-alpha-neuraminyl-(2->8)-N-acetyl-alpha-neuraminyl-(2->8)-N-acetyl-alpha-neuraminyl trisaccharide side-chain. The carbohydrate moiety of ganglioside GT1c. It is an amino heptasaccharide and a galactosamine oligosaccharide.